CN(CCCNC1=NC(=NC(=C1)C)NC(=O)NC1=CC2=CC=CC=C2C=C1)C 1-(4-((3-(dimethylamino)propyl)amino)-6-methylpyrimidin-2-yl)-3-(naphthalen-2-yl)urea